Cl.[C@H]12CNC[C@@H]2C1C1=NOC(=N1)CN1C=NC2=C(C1=O)C(=CN=C2)C 3-((3-((1R,5S,6R)-3-azabicyclo[3.1.0]hex-6-yl)-1,2,4-oxadiazol-5-yl)methyl)-5-methylpyrido[3,4-d]pyrimidin-4(3H)-one hydrochloride